OC1=CC(=CC=C1N(CCO)CCO)[N+](=O)[O-] 1-hydroxy-6-[bis-(β-hydroxyethyl)-amino]-3-nitrobenzene